(2-(4-(2,4-difluorophenoxy)piperidin-1-yl)-3-(1-methyl-1H-pyrazol-4-yl)pyrido[3,4-b]pyrazin-7-yl)-2-hydroxy-2-methylpropan-1-one FC1=C(OC2CCN(CC2)C=2N=C3C(=NC2C=2C=NN(C2)C)C=NC(=C3)C(C(C)(C)O)=O)C=CC(=C1)F